ClC=1C=C(C=C2C=C(N=NC12)NC(=O)[C@H]1[C@@H](C1)C#N)C=1C=NC=CC1CC trans-N-[8-chloro-6-(4-ethyl-3-pyridyl)cinnolin-3-yl]-2-cyano-cyclopropanecarboxamide